FC=1C=C(C=CC1F)[C@H](N1N2C(C(N3[C@H]1COCC3)=O)=CC(C=C2)=O)C2=C(C=CC=C2)SC (12aR)-12-[(S)-(3,4-difluorophenyl)(2-methylsulfanylphenyl)methyl]-3,4,12,12a-tetrahydro-1H-[1,4]oxazino[3,4-c]pyrido[2,1-f][1,2,4]triazine-6,8-dione